C1(=CC=CC=C1)S(=O)(=O)CC Ethyl phenyl sulfone